methyl 2-bromo-5-(tetrahydro-2H-pyran-4-yl)thiazole-4-carboxylate BrC=1SC(=C(N1)C(=O)OC)C1CCOCC1